(1-methyl-5-(trifluoromethyl)-1H-pyrazol-4-yl)methanone CN1N=CC(=C1C(F)(F)F)C=O